iodomesitylene bis(spiro[3.3]heptane-2-carboxylate) C1C(CC12CCC2)C(=O)O.C2C(CC21CCC1)C(=O)O.IC1=C(C=C(C=C1C)C)C